(1R,2R,3R)-3-Hydroxy-2-[(E)-(3S)-3-hydroxy-1-octenyl]-5-oxocyclopentaneheptanoic acid O[C@H]1[C@@H]([C@H](C(C1)=O)CCCCCCC(=O)O)\C=C\[C@H](CCCCC)O